F[P-](F)(F)(F)(F)F.C(=O)C1=CC=C(C=C1)[N+]#N 4-formylbenzenediazonium hexafluorophosphate salt